C1CC(CCC1N2C(=O)C3=CC=CC=C3C2=O)O 2-((1r,4r)-4-hydroxycyclohexyl)isoindoline-1,3-dione